3-Oxo-thiophen-1,1-dioxid O=C1CS(C=C1)(=O)=O